FC(OC=1C=C(C=CC1)[C@@H]1[C@H](C1)C(=O)ON1C(C2=CC=CC=C2C1=O)=O)(F)F 1,3-dioxoisoindolin-2-yl (1S,2S)-2-(3-(trifluoromethoxy)phenyl)cyclopropane-1-carboxylate